3,5-Dichloro-4-((1,1,4,4-tetramethyl-1,3,4,9-tetrahydropyrano[3,4-b]indol-6-yl)oxy)aniline ClC=1C=C(N)C=C(C1OC=1C=C2C3=C(NC2=CC1)C(OCC3(C)C)(C)C)Cl